FC=1C=C(C(=NC1)OC)[C@@H](C)NC=1C=CC=2N(N1)C(=CN2)C2=CC(=CN=N2)CCO (R)-2-(6-(6-((1-(5-fluoro-2-methoxypyridin-3-yl)ethyl)amino)imidazo[1,2-b]pyridazin-3-yl)pyridazin-4-yl)ethan-1-ol